trisodium sulfate S(=O)(=O)([O-])[O-].[Na+].[Na+].[Na+]